ClC1=NC=C(C=C1C(C(=O)N[C@H](C(=O)O)CCN(CCCCC1=NC=2NCCCC2C=C1)C[C@@H](CF)OC)(C)C)F (S)-2-(2-(2-chloro-5-fluoropyridin-3-yl)-2-methylpropanamido)-4-(((S)-3-fluoro-2-methoxypropyl)(4-(5,6,7,8-tetrahydro-1,8-naphthyridin-2-yl)butyl)amino)butanoic acid